FC1=C(C(=CC=C1)OC)C1=NC=CC2=C1CN(C2=O)C2=NC(=CC=C2)NC2CCN(CC2)C 4-(2-fluoro-6-methoxyphenyl)-2-(6-((1-methylpiperidin-4-yl)amino)pyridin-2-yl)-2,3-dihydro-1H-pyrrolo[3,4-c]pyridin-1-one